1-((2R,5S)-4-((S)-6-chloro-2-(2-(3,3-difluoropyrrolidin-1-yl)ethoxy)-7-(1,6-dimethyl-1H-indazol-7-yl)-8-fluoroquinazolin-4-yl)-2,5-dimethylpiperazin-1-yl)prop-2-en-1-one ClC=1C=C2C(=NC(=NC2=C(C1C=1C(=CC=C2C=NN(C12)C)C)F)OCCN1CC(CC1)(F)F)N1C[C@H](N(C[C@@H]1C)C(C=C)=O)C